O=C1N(N=C2N1C=CC=C2)C2=CC(=C(C(=O)N)C=C2)O[C@@H](C)CCC 4-(3-oxo[1,2,4]triazolo[4,3-a]pyridin-2(3H)-yl)-2-[(2S)-pentan-2-yloxy]benzamide